OC(=O)C(F)(F)F.OC(=O)C(F)(F)F.N[C@@]1(CN[C@H](C=CC1)C)C(=O)OC Methyl (3S,7S)-3-amino-7-methyl-1,2,4,7-tetrahydroazepine-3-carboxylate bisTFA salt